ICCOCCOCCNC(OC(C)(C)C)=O tert-Butyl N-[2-[2-(2-iodoethoxy)ethoxy]ethyl]carbamate